2-({3-[(2-chlorophenoxy)methyl]-4-methoxybenzoyl}amino)-5-isopropyl-3-thiophenecarboxamide ClC1=C(OCC=2C=C(C(=O)NC=3SC(=CC3C(=O)N)C(C)C)C=CC2OC)C=CC=C1